C(C)(C)(C)OC(=O)C1=CSC=2C1=NC(=CC2C2=C(C=CC(=C2)Cl)OCCN2C(=NC1=CC(=CC=C1C2=O)C(F)(F)F)C)C.ClC(Cl)(Cl)Cl.[Pd+2] palladium (II) dichlorodichloromethane tert-butyl-7-(5-chloro-2-(2-(2-methyl-4-oxo-7-(trifluoromethyl)quinazolin-3(4H)-yl)ethoxy)phenyl)-5-methylthieno[3,2-b]pyridine-3-carboxylate